C(C)OC(C(CCC)C)=O 2-methyl-pentanoic acid ethyl ester